FC1(CCCC=2C(=NN(C12)CC(=O)N1CCN(CC1)C1=C(C(=CC=C1)C)C)C(=O)N1C[C@H]([C@H](CC1)O)F)F 2-(7,7-Difluoro-3-((3R,4S)-3-fluoro-4-hydroxypiperidine-1-carbonyl)-4,5,6,7-tetrahydro-1H-indazol-1-yl)-1-(4-(2,3-dimethylphenyl)piperazin-1-yl)ethanone